(2-cyclopropyl-6-(1,4-dimethyl-1H-1,2,3-triazol-5-yl)-1H-benzo[d]imidazol-4-yl)(6-methylpyridin-2-yl)(tetrahydrofuran-2-yl)methanol C1(CC1)C1=NC2=C(N1)C=C(C=C2C(O)(C2OCCC2)C2=NC(=CC=C2)C)C2=C(N=NN2C)C